FC1=CC=C(C=C1)C1=NN(C=C1C=1C2=C(N=CN1)C=C(C(=N2)NC(=O)C21COCC1C2)OC)C N-(4-(3-(4-fluorophenyl)-1-methyl-1H-pyrazol-4-yl)-7-methoxypyrido[3,2-d]pyrimidin-6-yl)-3-oxabicyclo[3.1.0]hexane-1-carboxamide